ClC1=NC(=NC(=C1C)C1=C(C=CC=C1C)C)NS(=O)(=O)C1=CC=CC(=N1)C(=O)O 6-[[4-chloro-6-(2,6-dimethylphenyl)-5-methyl-pyrimidin-2-yl]sulfamoyl]pyridine-2-carboxylic acid